methyl (3S)-3-[[4-(3,5-difluorophenyl)-2-(trifluoromethyl)-3H-furan-2-carbonyl]amino]butanoate FC=1C=C(C=C(C1)F)C=1CC(OC1)(C(=O)N[C@H](CC(=O)OC)C)C(F)(F)F